COC=1N=C2C(=CC=NC2=CC1OC)OC1=C(C=C(C=C1)NC(=O)C=1C=NC(=C(C1O)C1=NC=C(C=C1)F)C)F N-[4-[(6,7-dimethoxy-1,5-naphthyridin-4-yl)oxy]-3-fluorophenyl]-5-(5-fluoropyridin-2-yl)-4-hydroxy-6-methylpyridine-3-carboxamide